N-((4-cyclopropyl-6-methylpyrimidin-2-yl)carbamoyl)-6,7-dihydro-5H-pyrazolo[5,1-b][1,3]oxazine-3-sulfonamide C1(CC1)C1=NC(=NC(=C1)C)NC(=O)NS(=O)(=O)C=1C=NN2C1OCCC2